tert-butyl 3-[[7-(diethylaminomethyl)-6,8-dimethyl-oxo-1H-quinolin-3-yl]methylamino]pyrrolidine-1-carboxylate C(C)N(CC)CC1=C(C=C2C=C(C(NC2=C1C)=O)CNC1CN(CC1)C(=O)OC(C)(C)C)C